FC1=C2C(=NNC2=CC=C1F)CCN(C)CC 2-(4,5-difluoro-1H-indazol-3-yl)-N-ethyl-N-methylethan-1-amine